ClC1=CC=C(C(=N1)C1=NN(C=N1)C)NC(C)C=1C=2C3=C(N(C(C2C=C(C1)C)=O)CCO)N(N=C3)CC 9-[1-[[6-chloro-2-(1-methyl-1,2,4-triazol-3-yl)-3-pyridinyl]amino]ethyl]-3-ethyl-4-(2-hydroxyethyl)-7-methyl-pyrazolo[3,4-c]isoquinolin-5-one